NC1(CCN(CC1)C1=NC=C(C=C1)C=1C=2N(C=C(C1)OCC)N=C1C2C=NN1)C(=O)[O-] 4-(amino)-1-(5-(6-ethoxy-1H-pyrazolo[3',4':3,4]pyrazolo[1,5-a]pyridin-4-yl)pyridin-2-yl)piperidine-4-carboxylate